BrCCCC(=O)NC1=C2C(N(C(C2=CC=C1)=O)C1C(NC(CC1)=O)=O)=O 4-bromo-N-[2-(2,6-dioxopiperidin-3-yl)-1,3-dioxoisoindol-4-yl]butyramide